3-[2-(5-Chloro-1-cyclobutylindazol-4-yl)ethynyl]-1-[(3S,5R)-5-(methoxymethyl)-1-(prop-2-enoyl)pyrrolidin-3-yl]-5-(methylamino)pyrazole-4-carboxamide ClC=1C(=C2C=NN(C2=CC1)C1CCC1)C#CC1=NN(C(=C1C(=O)N)NC)[C@@H]1CN([C@H](C1)COC)C(C=C)=O